[C@H]12CN(C[C@H](CC1)N2)C2=C1CN(C(C1=C(C=C2F)F)=O)C2C(NC(CC2)=O)=O 3-(4-((1R,5S)-3,8-diazabicyclo[3.2.1]octan-3-yl)-5,7-difluoro-1-oxoisoindolin-2-yl)piperidine-2,6-dione